1-azaspiro[2.5]octane N1CC12CCCCC2